ClC=1C=C(C=CC1F)NC1=NC=NC2=CC(=C(C=C12)NC(=O)CP(OCC)(OCC)=O)C#C[C@H]1OCCC1 Diethyl (4-(3-chloro-4-fluorophenylamino)-7-(2-((S)-tetrahydrofuran-2-yl)ethynyl)quinazolin-6-ylcarbamoyl)methylphosphonate